F[C@H]1CN(CC[C@H]1O)C1=NC=CC(=N1)NC=1N=CC2=C(C=CC(=C2C1)C(C)C)N1[C@@H]([C@H](C1)C[S@@](=O)C)C (3S,4R)-3-fluoro-1-(4-((5-isopropyl-8-((2R,3S)-2-methyl-3-(((S)-methyl-Sulfinyl)methyl)azetidin-1-yl)isoquinolin-3-yl)amino)pyrimidin-2-yl)piperidin-4-ol